tert-butyl ((3R,6S)-1-(2-(1-(cyclopropylmethyl)-6-vinyl-1H-pyrrolo[2,3-b]pyridin-2-yl)-7-methoxy-1-methyl-1H-benzo[d]imidazole-5-carbonyl)-6-methylpiperidinyl)carbamate C1(CC1)CN1C(=CC=2C1=NC(=CC2)C=C)C2=NC1=C(N2C)C(=CC(=C1)C(=O)N1C(CCC[C@@H]1C)NC(OC(C)(C)C)=O)OC